ClC1=CC(=C(C=C1Cl)C(=C)C1CCN(CC1)C(=O)OC(C)(C)C)OC tert-butyl 4-[1-(4,5-dichloro-2-methoxyphenyl)ethenyl]piperidine-1-carboxylate